NC\C=C(\CN1C(=NC2=C1C=C(C=C2C2=CC(=CC=C2)S(=O)(=O)N2CCCC2)C(=O)OC)C)/F methyl (Z)-1-(4-amino-2-fluorobut-2-en-1-yl)-2-methyl-4-(3-(pyrrolidin-1-ylsulfonyl)phenyl)-1H-benzo[d]imidazol-6-carboxylate